5-fluoro-2-formylnicotinate FC=1C=NC(=C(C(=O)[O-])C1)C=O